N-[2-(Dimethylamino)-6-imidazol-1-yl-3-pyridyl]-5-methyl-3-phenyl-isoxazole-4-carboxamide CN(C1=NC(=CC=C1NC(=O)C=1C(=NOC1C)C1=CC=CC=C1)N1C=NC=C1)C